C1(CC1)C=1C=CC(=NC1CC1=CC=C(C=C1)F)C(=O)NC(C(=O)OCC)(CCOCCOCCOCCNC1=CC=C(C2=NON=C21)[N+](=O)[O-])CC Ethyl 2-(5-cyclopropyl-6-(4-fluorobenzyl)picolinamido)-2-ethyl-4-(2-(2-(2-((7-nitrobenzo[c][1,2,5]oxadiazol-4-yl)amino)ethoxy)ethoxy)ethoxy)butanoate